2-{(2R)-2-[8-amino-1-(2-methoxy-4-{[4-(trifluoromethyl)pyridin-2-yl]carbamoyl}phenyl)imidazo[1,5-a]pyrazin-3-yl]morpholin-4-yl}-2-methylpropanoic acid NC=1C=2N(C=CN1)C(=NC2C2=C(C=C(C=C2)C(NC2=NC=CC(=C2)C(F)(F)F)=O)OC)[C@H]2CN(CCO2)C(C(=O)O)(C)C